N1=CN=C2NC=NC2=C1N1CCSC(=C1)C1=CC=C2CCCNC2=C1 4-(9H-purin-6-yl)-6-(1,2,3,4-tetrahydroquinolin-7-yl)-3,4-dihydro-2H-1,4-thiazine